1,3,4,5-tetrahydro-2H-benzazepin-2-one N1C(CCCC2=C1C=CC=C2)=O